C(C)(=O)N1CCN(CC1)C(=O)C1=CC=C(C=C1)C=1C=C(C(=NC1)N)OCC1=C(C#N)C=CC=C1 2-{5-[4-(4-acetyl-piperazine-1-carbonyl)-phenyl]-2-amino-pyridin-3-yloxymethyl}-benzonitrile